(E)-3-(1,4-dimethyl-1H-benzo[d][1,2,3]triazol-5-yl)acrylic acid CN1N=NC2=C1C=CC(=C2C)/C=C/C(=O)O